1,5-bis-(9-acridinyl)pentane C1=CC=CC2=NC3=CC=CC=C3C(=C12)CCCCCC=1C2=CC=CC=C2N=C2C=CC=CC12